2-(1H-imidazol-1-yl-d3)-6,7-dihydro-5H-cyclopenta[d]pyrimidine-4-carboxylic acid N1(C(=NC(=C1[2H])[2H])[2H])C=1N=C(C2=C(N1)CCC2)C(=O)O